4-amino-N-(4-(4-amino-2-butyl-1H-imidazo[4,5-c]quinolin-1-yl)butyl)-3,5-difluorobenzamide NC1=C(C=C(C(=O)NCCCCN2C(=NC=3C(=NC=4C=CC=CC4C32)N)CCCC)C=C1F)F